C[Zr](C=1C(C2=CC=CC=C2C1)CC)(C=1C(C2=CC=CC=C2C1)CC)C dimethyl-bis(1-ethylindenyl)zirconium (IV)